8-bromo-2-ethylthio-3,6-dimethyl-chromen-4-one BrC=1C=C(C=C2C(C(=C(OC12)SCC)C)=O)C